(S)-7-fluoro-4-(6-(((R)-tetrahydrofuran-3-yl)oxy)pyridin-3-yl)-2,3-dihydro-1H-inden-1-ol hydrogen chloride Cl.FC=1C=CC(=C2CC[C@@H](C12)O)C=1C=NC(=CC1)O[C@H]1COCC1